methyl-imidazolium hexafluorophosphate F[P-](F)(F)(F)(F)F.CC=1NC=C[NH+]1